C1N(CC2=CC=CC=C12)C1=CN=C(N(C1=O)CC(=O)O)C1=CC=CC=C1 (5-(isoindolin-2-yl)-6-oxo-2-phenylpyrimidin-1(6H)-yl)acetic acid